O1[C@H](COC2=C1C=CC=C2)C2=CC=C(CN1CCN(CC1)CC=1C=C(C(=O)O)C=CC1)C=C2 3-[(4-{4-[(2S)-2,3-dihydro-1,4-benzodioxin-2-yl]benzyl}piperazin-1-yl)methyl]benzoic acid